ClC=1C(N(SC1Cl)CCC)=O 4,5-dichloro-2-propylisothiazol-3(2H)-one